(rac)-(6-(4-(difluoromethoxy)-3-methylphenyl)-2-azaspiro[3.4]oct-2-yl)((1s,3s)-3-hydroxy-3-methylcyclobutyl)methanone FC(OC1=C(C=C(C=C1)[C@H]1CC2(CN(C2)C(=O)C2CC(C2)(C)O)CC1)C)F |r|